C(C)(=O)N1CC2(C1)CC1(N(C(CN(C1=O)C1=NC=C(C=C1F)Cl)=O)CC1=CC=C(C=C1)C(F)(F)F)C2 2-acetyl-10-(5-chloro-3-fluoropyridin-2-yl)-7-(4-(trifluoromethyl)benzyl)-2,7,10-triazadispiro[3.1.56.14]dodecane-8,11-dione